C1OC=2C=C(C=CC2O1)NC(=O)C1=CN(C2=CC=CC=C12)CC1=CC=C(C=C1)C(=O)NN N-(3,4-methylenedioxyphenyl)-1-(4-(hydrazinoformyl)benzyl)-1H-indole-3-carboxamide